6-methyl-tetrazin CC1=CN=NN=N1